butyl-(±)-2-(2-(imino(methylthio)methyl)hydrazono)-3,3-dimethoxy-8-azabicyclo[3.2.1]octane-8-carboxylate C(CCC)OC(=O)N1C2C(C(CC1CC2)(OC)OC)=NNC(SC)=N